CS(=O)(=O)C=1C=CC2=C(N=C(O2)N2CC3=C(CC2(C)C)N=C(S3)N)C1 5-[5-(Methanesulfonyl)-1,3-benzoxazol-2-yl]-6,6-dimethyl-4,5,6,7-tetrahydro[1,3]thiazolo[5,4-c]pyridin-2-amine